methyl 2-[(5-bromo-1,3-thiazol-2-yl)oxy]acetate BrC1=CN=C(S1)OCC(=O)OC